CO[C@H]1C[C@H](CC1)N1C(CNC=2C1=NC(=CN2)C=2C(=NC(=CC2)C2=NN=CN2)C)=O 1-((1S,3R)-3-methoxycyclopentyl)-7-(2-methyl-6-(4H-1,2,4-triazol-3-yl)pyridin-3-yl)-3,4-dihydropyrazino[2,3-b]pyrazin-2(1H)-one